benzyl 1-(9H-fluoren-9-yl)-13-methyl-3,6-dioxo-2,9,12-trioxa-4,7-diazatetradecane-14-carboxylate C1=CC=CC=2C3=CC=CC=C3C(C12)COC(NCC(NCOCCOC(CC(=O)OCC1=CC=CC=C1)C)=O)=O